2-chloro-6-((3-(methoxycarbonyl)-1H-pyrazol-5-yl)oxy)benzoic acid ClC1=C(C(=O)O)C(=CC=C1)OC1=CC(=NN1)C(=O)OC